(R)-8-((tert-butyldiphenylsilyl) oxy)-3-hydroxyoctanoate [Si](C1=CC=CC=C1)(C1=CC=CC=C1)(C(C)(C)C)OCCCCC[C@H](CC(=O)[O-])O